FC1(CNCCC1NC(=O)C1=C(OC2=C1C=C(C=C2C)OCC=2C(=NC=CC2)C(F)(F)F)C)F N-(3,3-difluoropiperidin-4-yl)-2,7-dimethyl-5-((2-(trifluoromethyl)pyridin-3-yl)methoxy)benzofuran-3-carboxamide